(R)-4-(2-(1H-pyrrolo[2,3-b]pyridin-4-yl)-6-(6-(trifluoromethyl)pyridin-3-yl)pyrimidin-4-yl)-3-methylmorpholine N1C=CC=2C1=NC=CC2C2=NC(=CC(=N2)N2[C@@H](COCC2)C)C=2C=NC(=CC2)C(F)(F)F